1-(3-((7-methoxy-4-((2-methoxy-5-(5-methylthiophen-3-yl)phenyl)amino)quinazolin-6-yl)oxy)azetidin-1-yl)prop-2-en-1-one COC1=C(C=C2C(=NC=NC2=C1)NC1=C(C=CC(=C1)C1=CSC(=C1)C)OC)OC1CN(C1)C(C=C)=O